2-(4-ethynyl-5-methyl-2H-1,2,3-triazol-2-yl)ethan-1-amine C(#C)C1=NN(N=C1C)CCN